N-{(2S,3R,4S)-4-fluoro-1-(2-hydroxy-2-methylpropanoyl)-2-[(2,2',3'-trifluoro[1,1'-biphenyl]-3-yl)methyl]pyrrolidin-3-yl}-cyclopropanesulfonamide F[C@@H]1[C@@H]([C@@H](N(C1)C(C(C)(C)O)=O)CC=1C(=C(C=CC1)C1=C(C(=CC=C1)F)F)F)NS(=O)(=O)C1CC1